C(C)(C)(C)OC(=O)N[C@H](C(=O)N[C@@H](CC(=O)OCC)C=1C=C(C=C(C1F)F)C1=C(C=CC=C1C)C)CC(C)C ethyl (3S)-3-[(2S)-2-{[(tert-butoxy)carbonyl]amino}-4-methylpentanamido]-3-{4,5-difluoro-2',6'-dimethyl-[1,1'-biphenyl]-3-yl}propanoate